4-aminophenylphosphonic acid sodium salt [Na+].NC1=CC=C(C=C1)P([O-])([O-])=O.[Na+]